FC1=C(OC2CCN(CC2)C=2N=C3C(=NC2N[C@@H]2COCC2)CN(CC3)C(C)=O)C=CC(=C1)F (S)-1-(2-(4-(2,4-difluorophenoxy)piperidin-1-yl)-3-((tetrahydrofuran-3-yl)amino)-7,8-dihydropyrido[3,4-b]pyrazin-6(5H)-yl)ethan-1-one